ClC=1C=NC(=NC1)N1CC2(CN(C2)C2C(CC2)[C@@H](O)NC=2C3=C(N=CN2)CCS3=O)C1 (R)-2-(6-(5-chloropyrimidin-2-yl)-2,6-diazaspiro[3.3]heptan-2-yl)-5-oxo-(6,7-dihydrothieno[3,2-d]pyrimidin-4-yl)amino-cyclobutyl-methanol